N-cyclopropyl-N-(4-((7-oxo-7,8-dihydro-1,8-naphthyridin-4-yl)amino)benzyl)sulfonamide dihydrochloride Cl.Cl.C1(CC1)N(S(=O)=O)CC1=CC=C(C=C1)NC1=CC=NC=2NC(C=CC12)=O